COC1=NC=NC(=C1N1C(=NN=C1C1=NC(=CC=C1)OC)NS(=O)(=O)C(C(C1=NC=C(C=N1)C)OC)C)OC N-(4-(4,6-dimethoxy-5-pyrimidinyl)-5-(6-methoxy-2-pyridinyl)-4H-1,2,4-triazol-3-yl)-1-methoxy-1-(5-methyl-2-pyrimidinyl)-2-propanesulfonamide